ClC1=NC=C(C(=C1)NC(=O)NC1=CC(=NS1)C(F)F)CO 1-(2-chloro-5-(hydroxymethyl)pyridin-4-yl)-3-(3-(difluoromethyl)isothiazol-5-yl)urea